3-[[6-[cyclopropyl-[[4-(trifluoromethyl)phenyl]methyl]amino]-5-fluoro-pyrimidin-4-yl]amino]-2-tetrahydropyran-4-yl-propanoic acid C1(CC1)N(C1=C(C(=NC=N1)NCC(C(=O)O)C1CCOCC1)F)CC1=CC=C(C=C1)C(F)(F)F